ClC=1C=C(OC2CCC(CC2)NC(=O)C=2N=NC(=CC2)N2CCC(CC2)(C)C=O)C=CC1C#N N-((1r,4r)-4-(3-chloro-4-cyanophenoxy)cyclohexyl)-6-(4-formyl-4-methylpiperidin-1-yl)pyridazine-3-carboxamide